CC1=C(C1)C1=CC=CC=C1C(=O)O methyl-cyclopropenebenzoic acid